2-[[1-[(3R)-1-(2,2-Difluoro-2-phenyl-acetyl)pyrrolidin-3-yl]pyrazol-3-yl]amino]-N-(3-hydroxy-2,6-dimethyl-phenyl)thiazole-5-carboxamide FC(C(=O)N1C[C@@H](CC1)N1N=C(C=C1)NC=1SC(=CN1)C(=O)NC1=C(C(=CC=C1C)O)C)(C1=CC=CC=C1)F